C(#N)C1=CC(=C(C=C1)C1C(=C(NC2=C(C=NC(=C12)OCC)C)C)C(=O)O)OC 4-(4-cyano-2-methoxyphenyl)-5-ethoxy-1,4-dihydro-2,8-dimethyl-1,6-naphthyridine-3-carboxylic acid